The molecule is a C80 mycolic acid having a C54 meromycolic chain with two cis cyclopropyl functions and a saturated C26 alpha-branch. It is produced by Mycobacterium tuberculosis H37Ra. It has a role as a bacterial metabolite. It is a hydroxy fatty acid and a mycolic acid. It is a conjugate acid of a (2R)-2-[(1R)-1-hydroxy-18-{2-[10-(2-icosylcyclopropyl)decyl]cyclopropyl}octadecyl]hexacosanoate. CCCCCCCCCCCCCCCCCCCCCCCC[C@H]([C@@H](CCCCCCCCCCCCCCCCCC1CC1CCCCCCCCCCC2CC2CCCCCCCCCCCCCCCCCCCC)O)C(=O)O